2-[{3-[3-(Decyloxy)phenyl]propanoyl}(5-hydroxypentyl)amino]ethyl dihydrogen phosphate ammonium salt [NH4+].P(=O)(OCCN(CCCCCO)C(CCC1=CC(=CC=C1)OCCCCCCCCCC)=O)(O)O